(7E)-11-iodo-1,1-dipropyloxy-7-undecene ICCC/C=C/CCCCCC(OCCC)OCCC